C(C)OC(=O)C=1C=C(C2=C(N(C(=N2)CC2=C(C=C(C=C2)Br)F)C[C@H]2OCC2)C1)F (S)-2-(4-bromo-2-fluorobenzyl)-4-fluoro-1-(oxetan-2-ylmethyl)-1H-benzo[d]Imidazole-6-carboxylic acid ethyl ester